C(=C)C1=CC=CC2=C(C=CC=C12)CCC vinyl-5-propylnaphthalene